FC=1C(=C(C=C(C1F)C(C)C)[C@H](C(=O)O)N1C[C@@H](CC1)OCCCCCC1=NC=2NCCCC2C=C1)OC (R)-2-(3,4-difluoro-5-isopropyl-2-methoxyphenyl)-2-((R)-3-((5-(5,6,7,8-tetrahydro-1,8-naphthyridin-2-yl)pentyl)oxy)pyrrolidin-1-yl)acetic acid